ClC=1SC2=C(N1)[C@H](C1(CCN(CC1)C1=CN=C3C(=N1)NN=C3C3(CC3)C3=CC=CC=C3)C2)N (S)-2-chloro-1'-(3-(1-phenylcyclopropyl)-1H-pyrazolo[3,4-b]pyrazin-6-yl)-4,6-dihydrospiro[cyclopenta[d]thiazole-5,4'-piperidin]-4-amine